C(#N)[C@@H]1N(CSC1)C(CNC(=O)C1=CC=NC2=CC=C(C=C12)N1CCOCC1)=O (S)-N-(2-(4-cyanothiazolidin-3-yl)-2-oxoethyl)-6-morpholinoquinoline-4-carboxamide